3-Methyl-4-(4-oxo-2-(3-(trifluoromethyl)phenyl)thiazolidin-3-yl)benzoic acid CC=1C=C(C(=O)O)C=CC1N1C(SCC1=O)C1=CC(=CC=C1)C(F)(F)F